C(C)OC(=O)C1=C(N=C(S1)NC(C1=CC(=C(C=C1)OC(C)=O)OC)=O)C N-(5-ethoxycarbonyl-4-methylthiazole-2-yl)-4-acetoxy-3-methoxybenzamide